NC1=CC(=CC=2N=C(SC21)C(F)(F)F)C(=O)OC methyl 7-amino-2-(trifluoromethyl)benzo[d]thiazole-5-carboxylate